4b,5-dihydroxy-4-methoxy-N,N-dimethyl-7-phenyl-7a-(4-(trifluoromethyl)phenyl)-4b,6,7,7a-tetrahydro-5H-cyclopenta[4,5]furo[2,3-c]pyridine-6-carboxamide OC12C(OC=3C=NC=C(C31)OC)(C(C(C2O)C(=O)N(C)C)C2=CC=CC=C2)C2=CC=C(C=C2)C(F)(F)F